tert-butyl (tert-butoxycarbonyl)(5-chloropyridazin-3-yl)carbamate C(C)(C)(C)OC(=O)N(C(OC(C)(C)C)=O)C=1N=NC=C(C1)Cl